C(C)(C)(C)OC(=O)[N-]C=1SC=C(N1)S(=O)[O-].[Li+].[Li+] Lithium (tert-butoxycarbonyl)(4-sulfinatothiazol-2-yl)amide